1-(4-(6-chloro-7-(2-(thiazol-2-yl)phenyl)quinazolin-4-yl)piperazin-1-yl)prop-2-en-1-one ClC=1C=C2C(=NC=NC2=CC1C1=C(C=CC=C1)C=1SC=CN1)N1CCN(CC1)C(C=C)=O